1-(2',3',4',6'-Tetra-O-hexanoyl-β-D-glucopyranosyl)-4-(pyridin-2-yl)-1,2,3-triazole C(CCCCC)(=O)O[C@H]1[C@@H](O[C@@H]([C@H]([C@@H]1OC(CCCCC)=O)OC(CCCCC)=O)COC(CCCCC)=O)N1N=NC(=C1)C1=NC=CC=C1